Cl\C(=C/F)\F (Z)-1-Chloro-1,2-difluoroethylene